COC(NC1C2=CN(C(=C2CCC1)C(NC1=CC(=C(C=C1)F)Cl)=O)C)=O (1-((3-Chloro-4-fluorophenyl)carbamoyl)-2-methyl-4,5,6,7-tetrahydro-2H-isoindol-4-yl)carbamic acid methyl ester